2-cyclopropyl-9-[4-(difluoromethoxy)phenyl]-7-(2-methyl-2H-indazol-5-yl)-8H-pyrimido[1,2-b]pyridazine-8-one C1(CC1)C1=NC=2N(N=C(C(C2C2=CC=C(C=C2)OC(F)F)=O)C2=CC3=CN(N=C3C=C2)C)C=C1